C(C)(C)(C)[C@H]1C[C@H](N(CC1)C([C@@H](NS(=O)(=O)C(F)(F)F)C(C)C)=O)C(=O)N[C@@H](C[C@H]1C(NCC1)=O)C#N (2S,4R)-4-tert-Butyl-N-{(1S)-1-cyano-2-[(3S)-2-oxopyrrolidin-3-yl]ethyl}-1-{N-[(trifluoromethyl)sulfonyl]-L-valyl}piperidine-2-carboxamide